BrC1=CC=C(C=C1)C(CC1=CC=CC=C1)=O 4'-Bromophenylacetophenone